3-(4-fluoro-5-((4-((4'-fluoro-5,5-dimethyl-3,4,5,6-tetrahydro-[1,1'-biphenyl]-2-yl)methyl)piperazin-1-yl)methyl)-1-oxoisoindolin-2-yl)piperidine-2,6-dione FC1=C2CN(C(C2=CC=C1CN1CCN(CC1)CC1=C(CC(CC1)(C)C)C1=CC=C(C=C1)F)=O)C1C(NC(CC1)=O)=O